N-[(3S)-9-fluoro-2-oxo-5-phenyl-1,3-dihydro-1,4-benzodiazepine-3-Yl]-2-(6-methylpyridin-3-yl)pyrazolo[1,5-a]pyrimidine-3-carboxamide FC1=CC=CC=2C(=N[C@@H](C(NC21)=O)NC(=O)C=2C(=NN1C2N=CC=C1)C=1C=NC(=CC1)C)C1=CC=CC=C1